2-((4-methyltetrahydro-2H-pyran-4-yl)oxy)acetic acid CC1(CCOCC1)OCC(=O)O